C(C)OCCOCCOC(F)(F)F 1-ethoxy-2-[2-(trifluoromethoxy)ethoxy]ethane